NC1=C(C(=O)O)C=C(C=C1F)Br 2-amino-5-bromo-3-fluoro-benzoic acid